S(=O)(=O)=CC(=O)[O-] sulfonylacetate